(3aS,7aS)-3-(7,8-dihydrofuro[3,2-e][1,3]benzothiazol-2-yl)-5-(oxetan-3-yl)octahydro-2H-imidazo[4,5-c]pyridin-2-one N1=C(SC2=C1C1=C(C=C2)OCC1)N1C(N[C@@H]2[C@@H]1CN(CC2)C2COC2)=O